4-(trifluoromethyl)pyrimidine-5-carboxamide FC(C1=NC=NC=C1C(=O)N)(F)F